(R)-N-(3,3-difluoro-1-methylpiperidin-4-yl)-6-fluoro-5-(1-(2-fluoroethyl)-1H-benzo[d]imidazol-6-yl)-4-methoxypyrrolo[2,1-f][1,2,4]triazin-2-amine FC1(CN(CC[C@H]1NC1=NN2C(C(=N1)OC)=C(C(=C2)F)C=2C=CC1=C(N(C=N1)CCF)C2)C)F